methyldodecyl-[3-(dimethoxysilyl)propyl]ammonium chloride [Cl-].C[NH+](CCC[SiH](OC)OC)CCCCCCCCCCCC